P(=O)(O)(O)O.C(=C)[Li] vinyl-lithium phosphate